(E)-N-(1-(4-((4-([1,2,4]triazolo[1,5-a]pyridin-7-yloxy)-3-methylphenyl)amino)pyrrolo[2,1-f][1,2,4]triazin-5-yl)azetidin-3-yl)-4-morpholinobut-2-enamide N=1C=NN2C1C=C(C=C2)OC2=C(C=C(C=C2)NC2=NC=NN1C2=C(C=C1)N1CC(C1)NC(\C=C\CN1CCOCC1)=O)C